(E)-3-(4-(trifluoromethyl)styryl)isonicotinic acid methyl ester COC(C1=C(C=NC=C1)\C=C\C1=CC=C(C=C1)C(F)(F)F)=O